[Co].C(CCCCC)=N hexaanimine cobalt salt